5-amino-1-(2-hydroxyethyl)-1H-pyrazole NC1=CC=NN1CCO